N1-(2-(methoxymethyl)phenyl)-N2-((S)-4-methyl-1-oxo-1-(((S)-3-oxo-1-((S)-2-oxopyrrolidin-3-yl)-4-(trifluoromethoxy)butan-2-yl)amino)pentan-2-yl)oxalamide COCC1=C(C=CC=C1)NC(C(=O)N[C@H](C(N[C@@H](C[C@H]1C(NCC1)=O)C(COC(F)(F)F)=O)=O)CC(C)C)=O